C(C)(C)(C)OC(=O)NCCCNCCCNC(=O)OC(C)(C)C 1,9-bis-tert-butyloxycarbonyl-1,5,9-triazanonane